trimethylsilyl-trifluoromethyl-silyl-amine C[Si](C)(C)N([SiH3])C(F)(F)F